1,4,5-oxathiazinane-4,4-dioxide O1CCS(NC1)(=O)=O